CC=1N=CSC1C=C 4-Methyl-5-vinylthiazole